COC(\C=C\C1=C(C=CC=C1)C1=CC=CC=C1)=O (E)-3-([1,1'-biphenyl]-2-yl)acrylic acid methyl ester